FC1=NC=CC(=C1)NC1=NC(=NC(=N1)NCC1OCCC1)C1=NC(=CC=C1)C(F)(F)F N2-(2-fluoropyridin-4-yl)-N4-((tetrahydrofuran-2-yl)methyl)-6-(6-(trifluoromethyl)pyridin-2-yl)-1,3,5-triazine-2,4-diamine